di-n-octadecyl-cyclohexane C(CCCCCCCCCCCCCCCCC)C1(CCCCC1)CCCCCCCCCCCCCCCCCC